CC1=NOC2=C1C(=C(C=C2)C)C(C(=O)OCC)(F)F ethyl 2-(3,5-dimethylbenzo[d]isoxazol-4-yl)-2,2-difluoroacetate